NC1=NC=C(C2=C1C(=C(S2)C2=C(C=C(C=C2)NC(C(=C)C)=O)C(F)F)C2=CC(=C(C=C2)OC2=NC=CC(=N2)C)F)Br N-(4-(4-amino-7-bromo-3-(3-fluoro-4-((4-methylpyrimidin-2-yl)oxy)phenyl)thieno[3,2-c]pyridin-2-yl)-3-(difluoromethyl)phenyl)methacrylamide